C(=O)=C1NC2=CC=CC=C2C1=O carbonylindolin-3-one